C1(CCCC1)N1C(N(C=2C=NC(=CC21)NC2=CC(=CC=C2)C(F)(F)F)C)=O 1-Cyclopentyl-3-methyl-6-((3-(trifluoromethyl)phenyl)amino)-1,3-dihydro-2H-imidazo[4,5-c]pyridin-2-one